[Cl-].[Cl-].C[Si](=[Ti+2](NC1CCCCCCCCCCC1)C1(C(=C(C(=C1)C)C)C)C)C dimethylsilylene(tetramethylcyclopentadienyl)(cyclododecylamino)titanium dichloride